5-Chloro-2-(6-(((3,5-dimethylisoxazol-4-yl)amino)methyl)pyridazin-3-yl)-3-methylphenol ClC=1C=C(C(=C(C1)O)C=1N=NC(=CC1)CNC=1C(=NOC1C)C)C